C1=CC=CC=2C3=CC=CC=C3N(C12)C1=CC=CC=2NC3=CC=CC=C3C12 4-(9-carbazolyl)carbazole